benzo[4,5]imidazo[2,1-b]thiazole S1C=2N(C=C1)C1=C(N2)C=CC=C1